BrC12CC(C1)(C2)C(=O)OC Methyl 3-bromobicyclo[1.1.1]pentane-1-carboxylate